1-(4-(2-((6-(trifluoromethyl)pyridin-3-yl)amino)pyridin-3-yl)piperidin-1-yl)prop-2-en-1-one FC(C1=CC=C(C=N1)NC1=NC=CC=C1C1CCN(CC1)C(C=C)=O)(F)F